C(C1=CC=CC=C1)(=O)NC1=NC(NC=C1)=O N-benzoyl-cytosine